tert-Butyl 2,2-difluoro-6-(((trifluoromethyl)sulfonyl)oxy)-7-azaspiro[3.5]non-5-ene-7-carboxylate FC1(CC2(C1)C=C(N(CC2)C(=O)OC(C)(C)C)OS(=O)(=O)C(F)(F)F)F